methyl 6-((4-(1-(2-ethyl-2-hydroxybutyl)piperidin-4-yl)-1H-1,2,3-triazol-1-yl)methyl)nicotinate C(C)C(CN1CCC(CC1)C=1N=NN(C1)CC1=NC=C(C(=O)OC)C=C1)(CC)O